[C@H]12[C@H](N(C[C@@H]2O1)C(=O)OC(C)(C)C)C(=O)OC 3-(tert-butyl) 2-methyl (1R,2S,5S)-6-oxa-3-azabicyclo[3.1.0]hexane-2,3-dicarboxylate